N1=C(C=CC=C1)CCN1CCC(CC1)CNC(CC)=O N-({1-[2-(pyridin-2-yl)ethyl]hexahydropyridin-4-yl}methyl)propanamide